2-(5-(4-(aminomethyl)-1-oxo-1,2-dihydro-phthalazin-6-yl)pyridin-3-yl)-4-fluoro-benzonitrile NCC1=NNC(C2=CC=C(C=C12)C=1C=C(C=NC1)C1=C(C#N)C=CC(=C1)F)=O